(E)-(2-((2-(2-methyl-isonicotinoyl)hydrazineylidene)methyl)phenyl)boronic acid CC=1C=C(C(=O)N\N=C\C2=C(C=CC=C2)B(O)O)C=CN1